N/C(=C/C#N)/C (E)-3-aminobut-2-enenitrile